methyl ((R)-2-((5-cyanopyridin-3-yl) methoxy)-3-(octadecyloxy)propyl) hydrogen phosphate P(=O)(OC)(OC[C@@H](COCCCCCCCCCCCCCCCCCC)OCC=1C=NC=C(C1)C#N)O